N1=CC=CC2=CC(=CC=C12)N(CCN1ON(OC1(C)C)C1=CC(=C(C#N)C=C1)C(F)(F)F)C=1C=C2C=CC=NC2=CC1 4-(3-(2-(bis(quinolin-6-yl)amino)ethyl)-4,4-dimethyl-2,5-dioxaimidazolin-1-yl)-2-(trifluoromethyl)benzonitrile